C(=O)(OC(C)(C)C)N1[C@H](CCC1)C=O R-Boc-prolinaldehyde